C(C)(C)(C)OC(=O)N1CC2(CC1)CCNCC2.ClC2=C(C=CC=C2)N2CCC1(CCN(C1)C(=O)OC(C)(C)C)CC2 tert-Butyl 8-(2-chlorophenyl)-2,8-diazaspiro[4.5]decane-2-carboxylate tert-Butyl-2,8-diazaspiro[4.5]decane-2-carboxylate